phosphorodithiate P([O-])([O-])(=S)[S-]